C1(CC1)C1=CC(=CC(=N1)N1C(C2=CC(=CC(=C2C1)C(F)(F)F)COCC1(CCC1)O)=O)C=1N(N=CC1C1=NN=CN1C)C 2-{6-Cyclopropyl-4-[2-methyl-4-(4-methyl-1,2,4-triazol-3-yl)pyrazol-3-yl]pyridin-2-yl}-6-{[(1-hydroxycyclobutyl)methoxy]methyl}-4-(trifluoromethyl)-3H-isoindol-1-one